1-(4-(ethyl-2,2-d2)phenyl)-3-(1H-indol-3-yl-4,5,6,7-d4)urea C(C([2H])[2H])C1=CC=C(C=C1)NC(=O)NC1=CNC2=C(C(=C(C(=C12)[2H])[2H])[2H])[2H]